4-[(5-hydroxypentyl)oxy]pyridine-2-carbonitrile OCCCCCOC1=CC(=NC=C1)C#N